7-fluoro-8-(6-fluoro-1-methylsulfonylindol-4-yl)-4,4,9-trimethyl-5H-[1,3]oxazolo[4,5-c]quinoline FC=1C(=C(C=2C3=C(C(NC2C1)(C)C)N=CO3)C)C3=C1C=CN(C1=CC(=C3)F)S(=O)(=O)C